(S)-2-(4-([1,2,4]triazolo[1,5-a]pyridine-7-carbonyl)-3,3-dimethylpiperazin-1-yl)-N-(5-(2,4-difluorophenoxy)pyrazin-2-yl)propanamide N=1C=NN2C1C=C(C=C2)C(=O)N2C(CN(CC2)[C@H](C(=O)NC2=NC=C(N=C2)OC2=C(C=C(C=C2)F)F)C)(C)C